ClC1=C(C=C(C=N1)C1=C(C=C(C=C1)NC(CC1=C(C=CC=C1)Cl)=O)S(N=CN(C)C)(=O)=O)C N-[4-(6-chloro-5-methylpyridin-3-yl)-3-{[(dimethylamino)methylene]sulfamoyl}phenyl]-2-(2-chlorophenyl)acetamide